CN(C(=O)C1=CC(=C(C=N1)N(C(OC(C)(C)C)=O)CC#CC=1N(C2=CC=CC(=C2C1)N[C@H]1[C@H](CN(CC1)C)F)CC(F)(F)F)OC)C tert-butyl N-[6-(dimethylcarbamoyl)-4-methoxy-3-pyridyl]-N-[3-[4-[[(3S,4R)-3-fluoro-1-methyl-4-piperidyl]amino]-1-(2,2,2-trifluoroethyl)indol-2-yl]prop-2-ynyl]carbamate